C(CCCCCCCCC)(=O)O[C@@H]1[C@@](O[C@H](C1)N1C2=NC(=NC(=C2N=C1)N)F)(C#C)COP(=O)(OC1=CC=CC=C1)N[C@H](C(=O)OCCCCCCCCCCCCCCCCCCCCCC)CC1=CC=CC=C1 (2R,3S,5R)-5-(6-amino-2-fluoro-9H-purin-9-yl)-2-((((((S)-1-(docosyloxy)-1-oxo-3-phenylpropan-2-yl)amino)(phenoxy)phosphoryl)oxy) methyl)-2-ethynyltetrahydrofuran-3-yl decanoate